heptyl-1,4,7-triazacyclononane-hydrochloride Cl.C(CCCCCC)N1CCNCCNCC1